Cl.N[C@@H](CS)C(=O)O (L-cysteine) HCl